FC=1C=CC(=C(C(=O)N(C(C)C)C(C)C)C1)OC1=C(N=CN=N1)N1CC2(CN(C2)[C@@H](C(C)C)CCCNCCOC)CC1 (R)-5-fluoro-N,N-diisopropyl-2-((5-(2-(6-((2-methoxyethyl)amino)-2-methylhex-3-yl)-2,6-diazaspiro[3.4]oct-6-yl)-1,2,4-triazin-6-yl)oxy)benzamide